N1CC(C1)C1=CC2=C(N=CN=C2NC2=C(C(=CC=C2)F)F)C=N1 6-(azetidin-3-yl)-N-(2,3-difluorophenyl)pyrido[3,4-d]pyrimidin-4-amine